COC=1C(=CC2=C(N=C(N=C2N[C@H](C)C2=C(C(=CC=C2)C(F)(F)F)C)C)N1)C1(CC1)C#N (R)-1-(7-methoxy-2-methyl-4-((1-(2-methyl-3-(trifluoromethyl)phenyl)ethyl)amino)pyrido[2,3-d]pyrimidin-6-yl)cyclopropane-1-carbonitrile